C1=CC=CC2=CC3=CC=CC=C3C(=C12)CCN1C2=CC=CC=C2SC=2C=CC=CC12 10-[2-(9-anthracenyl)ethyl]phenothiazine